tert-butylphenyl-(Neophyl)lithium C(C)(C)(C)C1=C(C=CC=C1)C(C(C)(C)C1=CC=CC=C1)[Li]